propyldimethyl-ammonium C(CC)[NH+](C)C